(5S,6S)-6-((S)-5H-imidazo[5,1-a]isoindol-5-yl)-5,6,7,8-tetrahydroquinoxalin-5-ol C=1N=CN2C1C1=CC=CC=C1[C@@H]2[C@H]2[C@@H](C=1N=CC=NC1CC2)O